N-{4-[(3S,5R)-3-amino-5-methylpiperidin-1-yl]-(7R)-7-hydroxy-6,7-dihydro-5H-cyclopenta[b]pyridin-3-yl}-6-(2,6-difluoro-3-methoxyphenyl)-5-fluoropyridine-2-carboxamide N[C@@H]1CN(C[C@@H](C1)C)C1=C2C(=NC=C1NC(=O)C1=NC(=C(C=C1)F)C1=C(C(=CC=C1F)OC)F)[C@@H](CC2)O